3-benzyl 8-(t-butyl) (1S,2S,5R)-2-((S)-1-hydroxylbutyl)-8-azabicyclo[3.2.1]octane-3,8-dicarboxylate O[C@@H](CCC)[C@@H]1[C@@H]2CC[C@H](CC1C(=O)OCC1=CC=CC=C1)N2C(=O)OC(C)(C)C